1-(6-(4-(4-(4-(3-aminocyclobutoxy)phenyl)tetrahydro-2H-pyran-4-yl)phenoxy)pyridazin-3-yl)ethan-1-one NC1CC(C1)OC1=CC=C(C=C1)C1(CCOCC1)C1=CC=C(OC2=CC=C(N=N2)C(C)=O)C=C1